O=C1NC(CCC1C=1C=CC(=NC1)C1CCN(CC1)C(=O)OC(C)(C)C)=O tert-butyl 4-[5-(2,6-dioxopiperidin-3-yl)pyridin-2-yl]piperidine-1-carboxylate